[Na+].NCCC(=O)[O-] 3-aminopropanoic acid, sodium salt